2-((4-(6-((6-cyano-4-fluorobenzo[d]thiazol-2-yl)methoxy)pyridin-2-yl)piperidin-1-yl)methyl)-1-((1-ethyl-1H-pyrrol-2-yl)methyl)-1H-benzo[d]imidazole-6-carboxylic acid C(#N)C1=CC2=C(N=C(S2)COC2=CC=CC(=N2)C2CCN(CC2)CC2=NC3=C(N2CC=2N(C=CC2)CC)C=C(C=C3)C(=O)O)C(=C1)F